1-(5-ethyl-5-methyl-1-cyclohexen-1-yl)-4-penten-1-one C(C)C1(CCC=C(C1)C(CCC=C)=O)C